C(C)(=O)C1=CC=C(C=C1)C1=CC=C(C=C1)CNC(C(=C)C)=O N-((4'-acetyl-[1,1'-biphenyl]-4-yl)methyl)methacrylamide